ClC=1C(=NC=CN1)C(=O)NN(C)C(C(C)(C)Cl)=O 3-chloro-N'-(2-chloro-2-methyl-propanoyl)-N'-methyl-pyrazine-2-carbohydrazide